ClC1=CC(=C(CN2N=C(C=C2)C(=O)N2CCC(CC2)CC2=NC=3C(=NC(=CC3)C(=O)O)N2C[C@H]2OCC2)C=C1)F (S)-2-((1-(1-(4-chloro-2-fluorobenzyl)-1H-pyrazole-3-carbonyl)piperidin-4-yl)methyl)-3-(oxetan-2-ylmethyl)-3H-imidazo[4,5-b]pyridine-5-carboxylic acid